C(C1=CC=CC=C1)N1N=C(C(=C1C)F)C(=O)N[C@@H]1C(N(C2=C(OC1)C=CC=C2)C)=O (S)-1-benzyl-4-fluoro-5-methyl-N-(5-methyl-4-oxo-2,3,4,5-tetrahydrobenzo[b][1,4]oxazepin-3-yl)-1H-pyrazole-3-carboxamide